ethyl (E)-4-{4-[3-chlorodibenzo[b,e][1,4]oxazepin-5(11H)-yl]butylamino}but-2-enoate maleate C(\C=C/C(=O)O)(=O)O.ClC=1C=CC2=C(N(C3=C(OC2)C=CC=C3)CCCCNC/C=C/C(=O)OCC)C1